(2R,3R,4R,5S)-2-(hydroxymethyl)-1-(((R)-1-(3-(trifluoromethyl)pyridin-2-yl)pyrrolidin-3-yl)methyl)piperidine-3,4,5-triol OC[C@H]1N(C[C@@H]([C@H]([C@@H]1O)O)O)C[C@@H]1CN(CC1)C1=NC=CC=C1C(F)(F)F